CN1C(C=2N(CC1)N=CC2NC(=O)[C@H]2[C@@H](CCCC2)C(C2=CC=C(C=C2)C2=NNC(=C2)C)=O)=O (1R,2R)-N-(5-Methyl-4-oxo-4,5,6,7-tetrahydropyrazolo[1,5-a]pyrazin-3-yl)-2-[4-(5-methyl-1H-pyrazol-3-yl)benzoyl]cyclohexanecarboxamide